[5-chloro-2-fluoro-3-(4,4,5,5-tetramethyl-1,3,2-dioxaborolan-2-yl)phenyl]pyrrolidine-1-sulfonamide ClC=1C=C(C(=C(C1)C1N(CCC1)S(=O)(=O)N)F)B1OC(C(O1)(C)C)(C)C